alpha-dibutylamino-epsilon-caprolactam C(CCC)N(C1C(=O)NCCCC1)CCCC